5-amino-2-(2-((2,2-difluoroethyl)amino)phenyl)-6-(5-methyl-1H-indazol-4-yl)pyrimidine-4-carboxamide NC=1C(=NC(=NC1C1=C2C=NNC2=CC=C1C)C1=C(C=CC=C1)NCC(F)F)C(=O)N